RAC-(3R)-3-(4-{4-[2-(6-{1-[6-(2-HYDROXYPHENYL)PYRIDAZIN-4-YL]-4-PHENYLPIPERIDINE-4-CARBONYL}-2,6-DIAZASPIRO[3.3]HEPTAN-2-YL)ETHYL]-4-METHYLPIPERIDIN-1-YL}PHENYL)PIPERIDINE-2,6-DIONE OC1=C(C=CC=C1)C1=CC(=CN=N1)N1CCC(CC1)(C(=O)N1CC2(CN(C2)CCC2(CCN(CC2)C2=CC=C(C=C2)[C@@H]2C(NC(CC2)=O)=O)C)C1)C1=CC=CC=C1 |r|